1-((1-isopropyl-1H-imidazol-5-yl) methyl)-1H-benzo[d]imidazole-6-carboxylate C(C)(C)N1C=NC=C1CN1C=NC2=C1C=C(C=C2)C(=O)[O-]